(S)-7'-bis(3,5-di-tert-butylphenyl)phosphino-7'-amino-1,1'-spirobiindane C(C)(C)(C)C=1C=C(C=C(C1)C(C)(C)C)P(C1(CC=CC=2CC[C@]3(CCC4=CC=CC=C34)C12)N)C1=CC(=CC(=C1)C(C)(C)C)C(C)(C)C